13-(methoxymethylene)eicosane COC=C(CCCCCCCCCCCC)CCCCCCC